ethyl 6-(1,3-dioxolan-2-yl)-2-hydroxy-2-(trifluoromethyl)hexanoate O1C(OCC1)CCCCC(C(=O)OCC)(C(F)(F)F)O